CN1C=[N+](C=C1)CCCCCCCCCCCCCCCC 1-methyl-3-hexadecylimidazolium